benzyl 2-(4,4-difluoroazepan-1-yl)-4-methylquinoline-3-carboxylate FC1(CCN(CCC1)C1=NC2=CC=CC=C2C(=C1C(=O)OCC1=CC=CC=C1)C)F